COP(=O)(O)F methyl-phosphono fluoride